BrC=1N=C(C(=NC1)Cl)C 5-bromo-2-chloro-3-methylpyrazine